C(C)OC=O.C1(=CC=CC=C1)CC(=O)NN Phenylacetic hydrazide Ethyl-formate